COC([C@@H](NCC1=CC=CC=C1)CO)=O benzyl-L-serine methyl ester